N-((1S,4s)-4-(2-(((R)-2-(3-Fluorophenyl)-2-hydroxyethyl)amino)-2-methylpropyl)cyclohexyl)cyclopropanecarboxamide hydrochloride Cl.FC=1C=C(C=CC1)[C@H](CNC(CC1CCC(CC1)NC(=O)C1CC1)(C)C)O